BrC1=CC=C2N(C(C(N(C2=C1)C1CCNCC1)=O)=O)C 4-(7-bromo-4-methyl-2,3-dioxo-3,4-dihydroquinoxalin-1(2H)-yl)piperidine